N1(CCC1)CC1(CC1)NC(=O)[C@H]1[C@H](C1)C1=CC=CC=C1 cis-N-(1-(azetidin-1-ylmethyl)cyclopropyl)-2-phenylcyclopropane-1-carboxamide